ClC=1C2=C(N=CN1)N(C(C(=C2)C2(CN(C2)C(=O)OC(C)(C)C)C)=O)C tert-butyl 3-{4-chloro-8-methyl-7-oxo-7H,8H-pyrido[2,3-d]pyrimidin-6-yl}-3-methylazetidine-1-carboxylate